5-formyl-1-(2-trimethylsilylethoxymethyl)pyrazole-4-carboxylic acid ethyl ester C(C)OC(=O)C=1C=NN(C1C=O)COCC[Si](C)(C)C